tert-butyl ((1S,3S)-3-((6'-(2-amino-2-oxoethyl)-3'-bromo-6',7'-dihydrospiro[cyclopentane-1,5'-Cyclopenta[d]pyrazolo[1,5-a]pyrimidin]-8'-yl)(4-methoxybenzyl)amino)cyclopentyl)carbamate NC(CC1CC=2C(=NC=3N(C2N([C@@H]2C[C@H](CC2)NC(OC(C)(C)C)=O)CC2=CC=C(C=C2)OC)N=CC3Br)C13CCCC3)=O